FC1=C(N=CC2=C1N=C(N=C2N2CC1(CC(N1)=O)CCC2)OCC21CCCN1CCC2)C=2C=CC=C1C=CC=C(C21)CC#N 2-(8-(8-fluoro-2-((hexahydro-1H-pyrrolizin-7a-yl)methoxy)-4-(2-oxo-1,6-diazaspiro[3.5]nonan-6-yl)pyrido[4,3-d]pyrimidin-7-yl)naphthalen-1-yl)acetonitrile